1-(1-{[(1r,2r)-2-hydroxycyclohexyl]amino}-4-[2-hydroxy-4-(trifluoromethyl)phenyl]-5,7-dihydro-6H-pyrrolo[3,4-d]pyridazin-6-yl)ethan-1-one O[C@H]1[C@@H](CCCC1)NC1=NN=C(C2=C1CN(C2)C(C)=O)C2=C(C=C(C=C2)C(F)(F)F)O